Cl.CC(CCC(C(=O)N)(C1=CC=CC=C1)C1=CC=CC=C1)C 5-methyl-2,2-diphenylhexanamide hydrochloride